N-[(3-{5-fluoro-6-[4-(3-phenylpropionyl)piperazin-1-yl]pyridin-3-yl}-2-oxazolidinone-5-yl)methyl]acetamide FC=1C=C(C=NC1N1CCN(CC1)C(CCC1=CC=CC=C1)=O)N1C(OC(C1)CNC(C)=O)=O